C(C)(=O)OCC(=O)N1CCN(CC1)C1=NC=C(C=N1)OCC1=C(C=CC=C1Cl)Cl 2-(4-{5-[(2,6-dichlorophenyl)methoxy] pyrimidin-2-yl} piperazin-1-yl)-2-oxoethyl acetate